CC=1SC=C(N1)CN1CC2(CN(C2)C(=O)N)C1 6-((2-methylthiazol-4-yl)methyl)-2,6-diazaspiro[3.3]heptane-2-carboxamide